4-fluorostyrene sulfonium salt [SH3+].FC1=CC=C(C=C)C=C1